N-(2-(diethylamino)-4-((4-(trifluoromethyl)benzyl)amino)phenyl)-7,8-difluorooctanamide C(C)N(C1=C(C=CC(=C1)NCC1=CC=C(C=C1)C(F)(F)F)NC(CCCCCC(CF)F)=O)CC